(6,7-dichloro-1,3,4,5-tetrahydro-2H-pyrido[4,3-b]indol-2-yl)(1-methyl-1H-1,2,4-triazol-3-yl)methanone ClC1=C(C=CC=2C3=C(NC12)CCN(C3)C(=O)C3=NN(C=N3)C)Cl